3-(7-chloro-2,4-dioxo-3,4-dihydro-quinazolin-1(2H)-yl)-4-methyl-benzonitrile ClC1=CC=C2C(NC(N(C2=C1)C=1C=C(C#N)C=CC1C)=O)=O